NCCCCNCCCCCN aminobutyl-cadaverine